C1(CC1)C=1C(=C(C=C(C1)CC(C)C)N1CCN(CC1)CC=1N=NC=CC1)C=1N=NNN1 3-[[4-[3-cycloprop-yl-5-isobutyl-2-(2H-tetrazol-5-yl)phenyl]piperazin-1-yl]-methyl]pyridazine